N[C@@H]1CC[C@H](CC1)NC=1C=2N(N=CC1C(=NC1=C(C=CC(=C1)F)Cl)N)C=C(C2)C=2C=NNC2 4-[(trans-4-aminocyclohexyl)amino]-N'-(2-chloro-5-fluoro-phenyl)-6-(1H-pyrazol-4-yl)pyrrolo[1,2-b]pyridazine-3-carboxamidine